CC=1C=C(C(=O)O)C=CC1C=1C=NC(=CC1)NC([C@@H]1N(CCC1)C(NC1=CC=C(C=C1)C(C)C)=O)=O 3-methyl-4-{6-[(1-{[4-(propan-2-yl)phenyl]carbamoyl}-D-prolyl)amino]pyridin-3-yl}benzoic acid